OC1(CC1)C(=O)NC=1C=CC(=NC1)C=1N=NN(C1NC(O[C@H](C)C=1C(=NC=CC1)Cl)=O)C (R)-1-(2-chloropyridin-3-yl)ethyl (4-(5-(1-hydroxycyclopropane-1-carboxamido)pyridin-2-yl)-1-methyl-1H-1,2,3-triazol-5-yl)carbamate